C(=O)[C@H]1[C@H]2CC[C@@H](CN1C(=O)OCC1=CC=CC=C1)N2C(=O)OC(C)(C)C 3-benzyl 8-(tert-butyl) (1R,2R,5S)-2-formyl-3,8-diazabicyclo[3.2.1]octane-3,8-dicarboxylate